Methyl 8-(4-fluorophenyl)-4-hydroxy-2,6-naphthyridine-3-carboxylate FC1=CC=C(C=C1)C=1C=NC=C2C(=C(N=CC12)C(=O)OC)O